2-(3'-(3-(6-oxa-2-azaspiro[3.4]oct-2-yl)propoxy)-2,2'-dimethyl-[1,1'-biphenyl]-3-yl)-6,7-dihydrothiazolo[5,4-c]pyridine-5(4H)-carboxylic acid tert-butyl ester C(C)(C)(C)OC(=O)N1CC2=C(CC1)N=C(S2)C=2C(=C(C=CC2)C2=C(C(=CC=C2)OCCCN2CC1(C2)COCC1)C)C